6'-methyl-1',2'-dihydrospiro[cyclohexane-1,3'-pyrazolo[1,5-a]imidazole] CC1=NN2C(NCC23CCCCC3)=C1